tert-butyl 1-[1-(5-nitropyridin-2-yl)piperidin-4-yl]azetidine-3-carboxylate [N+](=O)([O-])C=1C=CC(=NC1)N1CCC(CC1)N1CC(C1)C(=O)OC(C)(C)C